ClC1=CC=C(C=C1)NC(=O)NCCC=1OC(=CC1)C 1-(4-chlorophenyl)-3-[2-(5-methylfuran-2-yl)ethyl]urea